ClC=1C(=NC(=NC1)NC=1C=NN(C1)C)NC=1C=C(C=CC1F)NC(C(=C)C)=O N-(3-((5-chloro-2-((1-methyl-1H-pyrazol-4-yl)amino)pyrimidin-4-yl)amino)-4-fluorophenyl)methacrylamide